ethyl (3S)-4-chloro-3-(tetrahydropyran-2-yloxy)-butyrate ClC[C@H](CC(=O)OCC)OC1OCCCC1